C1CC12CCN(CC2)C2=C(C=CC(=C2)Br)N2N=NC=C2 1-(2-{6-azaspiro[2.5]octane-6-yl}-4-bromophenyl)-1H-1,2,3-triazole